2-methyl-N-(4-(4-(methylsulfonyl)thiophen-2-yl)-5-(trifluoromethyl)pyrimidin-2-yl)isoindolin-5-amine CN1CC2=CC=C(C=C2C1)NC1=NC=C(C(=N1)C=1SC=C(C1)S(=O)(=O)C)C(F)(F)F